(S)-7-methoxy-2-methyl-N-(5-(3-methylpiperazin-1-yl)pyrazin-2-yl)imidazo[1,2-a]pyridine-6-carboxamide hydrochloride Cl.COC1=CC=2N(C=C1C(=O)NC1=NC=C(N=C1)N1C[C@@H](NCC1)C)C=C(N2)C